3-(7-(aminomethyl)-1-oxoisoindolin-2-yl)piperidine-2,6-dione NCC=1C=CC=C2CN(C(C12)=O)C1C(NC(CC1)=O)=O